3-(chloromethyl)-5-cyclopropyl-2-ethoxy-6-(4-fluorophenyl)pyridine ClCC=1C(=NC(=C(C1)C1CC1)C1=CC=C(C=C1)F)OCC